allyl-(tertiary butyl)dimethyl-silane C(C=C)[Si](C)(C)C(C)(C)C